BrC1=C(C=C2C=CNC2=C1C)F 6-bromo-5-fluoro-7-methyl-1H-indole